6-(phenylsulfonyl)hexanenitrile C1(=CC=CC=C1)S(=O)(=O)CCCCCC#N